tert-butyl 6-(4-((3-chloro-2-fluorophenyl)amino)pyrido[3,2-d]pyrimidin-6-yl)-1,6-diazaspiro[3.4]octane-1-carboxylate ClC=1C(=C(C=CC1)NC=1C2=C(N=CN1)C=CC(=N2)N2CC1(CCN1C(=O)OC(C)(C)C)CC2)F